4-(2-methylpyridin-3-yl)piperidine-1,4-dicarboxylic acid 1-tert-butyl 4-methyl ester COC(=O)C1(CCN(CC1)C(=O)OC(C)(C)C)C=1C(=NC=CC1)C